4-[[3-(3-fluoro-4-methoxy-phenyl)imidazo[1,2-a]pyrazin-8-yl]amino]-N,2-dimethyl-N-(4-oxo-4-piperazin-1-yl-butyl)benzamide FC=1C=C(C=CC1OC)C1=CN=C2N1C=CN=C2NC2=CC(=C(C(=O)N(CCCC(N1CCNCC1)=O)C)C=C2)C